methyl 4-but-3-enylpiperidine-1,4-dicarboxylate C(CC=C)C1(CCN(CC1)C(=O)OC)C(=O)[O-]